1-((1-(cyclopropylsulfonyl)cyclopropyl)methyl)-3-morpholino-5,6-dihydropyridin-2(1H)-one C1(CC1)S(=O)(=O)C1(CC1)CN1C(C(=CCC1)N1CCOCC1)=O